CC(C[C@@H](C(=O)N[C@@H](C[C@H]1C(NCC1)=O)C(COC1=C(C(=CC(=C1F)F)F)F)=O)NC(CNC1=CC=CC=C1)=O)C (S)-4-methyl-N-((S)-3-oxo-1-((S)-2-oxopyrrolidin-3-yl)-4-(2,3,5,6-tetrafluorophenoxy)butan-2-yl)-2-(2-(phenylamino)-acetamido)pentanamide